1-iodononane allylidenediacetate C(C=C)(CC(=O)O)CC(=O)O.ICCCCCCCCC